methyl 8-{[1-(oxan-2-yloxy)hexadecan-7-yl]amino}octanoate O1C(CCCC1)OCCCCCCC(CCCCCCCCC)NCCCCCCCC(=O)OC